3-(2,5-Dioxo-4-p-tolyl-imidazolidin-4-yl)propionic acid O=C1NC(C(N1)(C1=CC=C(C=C1)C)CCC(=O)O)=O